2-(2-cyclopropylpyridin-4-yl)-N4-isopropyl-6-phenyl-1,3,5-triazine-2,4-diamine C1(CC1)C1=NC=CC(=C1)C1(NC(=NC(=N1)NC(C)C)C1=CC=CC=C1)N